tert-Butyl cis-4-hydroxycyclohexane-1-carboxylate O[C@H]1CC[C@H](CC1)C(=O)OC(C)(C)C